F/C=C(\CNC(OC(C)(C)C)=O)/COC1=CC2=C(N=C(O2)NC(C)(C)C2=CC=CC=C2)C=C1 tert-butyl (E)-(3-fluoro-2-(((2-((2-phenylpropan-2-yl)amino)benzo[d]oxazol-6-yl)oxy)methyl)allyl)carbamate